3-Oxopropionic acid O=CCC(=O)O